ClC=1C(=C(C=CC1)CC(=O)O)OC 2-(3-chloro-2-methoxyphenyl)acetic acid